FC1=C2C=CC=NC2=C(C(=C1)[N+](=O)[O-])O 5-Fluoro-7-nitroquinolin-8-ol